OC1=C(C=C(C=C1)/C=C/C(=O)NC1=CC=C(C=C1)Br)OC (E)-3-(4-hydroxy-3-methoxyphenyl)-N-(p-bromophenyl)acrylamide